BrC=1C=C(CN2N=CC=3C2=NC(=NC3N)Cl)C=CC1C(F)(F)F 1-(3-bromo-4-(trifluoromethyl)benzyl)-6-chloro-1H-pyrazolo[3,4-D]pyrimidin-4-amine